[F-].[F-].[F-].[F-].[F-].[Nb+5] niobium(V) pentafluoride